4-[(2-chloro-6-fluorophenyl)methyl]-3-[(trimethyl-1H-pyrazol-4-yl)methyl]-4,5-dihydro-1,2,4-oxadiazol-5-one ClC1=C(C(=CC=C1)F)CN1C(=NOC1=O)CC=1C(=NN(C1C)C)C